Br.OC1=CC(=C(C=C1CCN)O)O 6-hydroxydopamine hydrogen bromide